3-Ethyl-7-(piperazin-1-ylmethyl)-1,5-naphthyridin-2(1H)-one Hydrochloride Salt Cl.C(C)C=1C(NC2=CC(=CN=C2C1)CN1CCNCC1)=O